[N+](=O)(OC1=COC=C1)[O-] Furan-3-yl nitrate